FC(C=1C=C(C=CC1)C1=CC=C2C(=N1)NN=C2)(F)F 6-(3-trifluoromethylphenyl)-1H-pyrazolo[3,4-b]pyridine